N-(3-(1-((4-aminocyclohexyl)methyl)-1H-benzo[d]imidazol-6-yl)-1H-pyrazol-5-yl)-4-((1-methylpiperidin-4-yl)amino)benzamide NC1CCC(CC1)CN1C=NC2=C1C=C(C=C2)C2=NNC(=C2)NC(C2=CC=C(C=C2)NC2CCN(CC2)C)=O